3-(5-amino-1,3,4-thiadiazol-2-ylmercapto)cyclopentanecarbonitrile NC1=NN=C(S1)SC1CC(CC1)C#N